CC(C(=O)O)(C)OCC1=NN(C(=C1)C1=CC(=CC=C1)OCC(C)C)CC1=NC=CC=C1 2-Methyl-2-([5-[3-(2-methylpropoxy)-phenyl]-1-([pyridin-2-yl]methyl)-1H-pyrazol-3-yl]methoxy)propanoic acid